6-(5-iodopyrimidin-2-yl)-1,6-diazaspiro[3.3]heptane IC=1C=NC(=NC1)N1CC2(CCN2)C1